N1(CCCCC1)C=1C=C(C(=O)O)C=CC1 3-(piperidin-1-yl)benzoic acid